1-(3-bromopropoxy)-3-chlorobenzene BrCCCOC1=CC(=CC=C1)Cl